(2-bromo-4,5,6,7-tetrahydro-1-benzothien-3-yl)carbamic acid tert-butyl ester C(C)(C)(C)OC(NC1=C(SC2=C1CCCC2)Br)=O